ClC=1C(=NN(C1NC(=O)N[C@@H]1CN(C[C@H]1C1=CC(=CC(=C1)F)F)CCOC)C1=CC=CC=C1)OC[C@@H](C)O 1-(4-chloro-3-((R)-2-hydroxypropoxy)-1-phenyl-1H-pyrazol-5-yl)-3-((3s,4R)-4-(3,5-difluorophenyl)-1-(2-methoxyethyl)pyrrolidin-3-yl)urea